C(C)(C)(C)OC(=O)C(C(=O)O)OCCOCCOCCN tert-Butyloxycarbonyl-11-Amino-3,6,9-Trioxaundecanoic Acid